dimethylaminoethyl ethylacrylate C(C)C(C(=O)OCCN(C)C)=C